C(C)C1CCN(CC1)C1=C(C=C(C(=O)NC2=C(C=C(C=C2)F)CC(=O)O)C=C1)NC(=O)C1=NN(C2=CC=CC=C12)CC(F)(F)F 2-(2-(4-(4-ethylpiperidin-1-yl)-3-(1-(2,2,2-trifluoroethyl)-1H-indazole-3-carboxamido)benzamido)-5-fluorophenyl)acetic acid